NC1=NC=2C=CC(=CC2C2=C1C=NN2C)C(=O)N([C@@H]2COC1=C2C=CC(=C1)C#CC=1C(=NN(C1)C)C(F)(F)F)C (S)-4-amino-N,1-dimethyl-N-(6-((1-methyl-3-(trifluoromethyl)-1H-pyrazol-4-yl)ethynyl)-2,3-dihydrobenzofuran-3-yl)-1H-pyrazolo[4,3-c]quinoline-8-carboxamide